4-(3-((4-Chloro-2-fluorophenoxy)methyl)-4-fluoro-phenoxy)piperidine ClC1=CC(=C(OCC=2C=C(OC3CCNCC3)C=CC2F)C=C1)F